3a,4-dihydrothiazolo[4,5-c]pyridine-2-thiol S1C(=NC2CN=CC=C21)S